BrCC(=O)C1=CC=C(S1)CCN1C(C(CC1)O[Si](C1=CC=CC=C1)(C1=CC=CC=C1)C(C)(C)C)=O 1-(2-(5-(2-bromoacetyl)thiophen-2-yl)ethyl)-3-((tert-butyldiphenylsilyl)oxy)pyrrolidin-2-one